ClC=1SC(=CN1)[C@H]1CSC2N1C(C(C(N2C)=O)C2=CC=CC=C2)=O (3R)-3-(2-chloro-5-thiazolyl)-2,3-dihydro-8-methyl-5,7-dioxo-6-phenyl-5H-thiazolo[3,2-a]pyrimidine